tert-Butyl 4-[4-[3-[(6-cyano-3-pyridyl)amino]-1H-pyrazol-5-yl]-3-methoxy-phenyl]piperidine-1-carboxylate C(#N)C1=CC=C(C=N1)NC1=NNC(=C1)C1=C(C=C(C=C1)C1CCN(CC1)C(=O)OC(C)(C)C)OC